(R,S)-4-(((8-cyano-4-oxochroman-7-yl)oxy)(2,6-dimethylpyridin-4-yl)methyl)benzamide C(#N)C=1C(=CC=C2C(CCOC12)=O)O[C@H](C1=CC=C(C(=O)N)C=C1)C1=CC(=NC(=C1)C)C